[(4-{5-[1-(2-hydroxy-2-methylpropyl)-1H-1,2,3-benzotriazol-5-yl]-1,2,4-oxadiazol-3-yl} phenyl)methyl] phosphonate P(OCC1=CC=C(C=C1)C1=NOC(=N1)C1=CC2=C(N(N=N2)CC(C)(C)O)C=C1)([O-])=O